BrC1=C(C=C(C=C1)CC1(CC1)O)F 1-[(4-bromo-3-fluoro-phenyl)methyl]cyclopropanol